CC1(CC2=NC=CC=C2CO1)C 7,7-dimethyl-5,8-dihydropyrano[4,3-b]pyridine